NC=1C=C(OC2=CC=C(C=C2)C2=CC=C(C=C2)OC2=CC(=CC=C2)N)C=CC1 bis(3-aminophenoxy)-biphenyl